O=C1N(C(C=C1)=O)CCNC(CCCSSC(CCC(=O)N([C@@H](C)C(=O)[O-])C)(C)C)=O N-(4-((4-((2-(2,5-dioxo-2,5-dihydro-1H-pyrrol-1-yl)ethyl)amino)-4-oxobutyl)disulfaneyl)-4-methylpentanoyl)-N-methyl-L-alaninate